4-amino-pentane NC(CCC)C